FC(OC1=C(C=C(C(=O)O)C=C1)OCCCCCCCCC(=O)OC)F 4-(difluoromethoxy)-3-((9-methoxy-9-oxononyl)oxy)benzoic acid